CS(=O)(=NC1=CC=C(C=C1)C1=NOC(=N1)C(F)(F)F)CCC methyl(propyl)((4-(5-(trifluoromethyl)-1,2,4-oxadiazol-3-yl)phenyl)imino)-λ6-sulfanone